[N+](=O)([O-])C1=C(NCCC[Si](OCC)(OCC)OCC)C=CC(=C1)[N+](=O)[O-] 2,4-dinitro-N-(3-(triethoxysilyl)propyl)aniline